NC=1C(=NN(C1)CCCCNS(=O)(=O)C1=CC=C(NC2=NC=C(C(=N2)NC2=C(C(=O)N)C(=CC=C2)F)Br)C=C1)OC 2-[[2-[4-[4-(4-amino-3-methoxy-pyrazol-1-yl)butylsulfamoyl]anilino]-5-bromo-pyrimidin-4-yl]amino]-6-fluoro-benzamide